C12N(CC(CC1)C2)CC(=O)NC=2C=C(C(=NC2)C)NC(=O)C=2N=NN1C2C=CC(=C1)Br N-(5-(2-(2-azabicyclo[2.2.1]heptan-2-yl)acetamido)-2-methylpyridin-3-yl)-6-bromo-[1,2,3]triazolo[1,5-a]pyridine-3-carboxamide